8-(2-chloro-3-fluorophenyl)-9-(4-((1-(3-fluoropropyl)azetidin-3-yl)methyl)phenyl)-6,7-dihydro-5H-benzo[7]annulene-3-carboxylic acid hydrochloride Cl.ClC1=C(C=CC=C1F)C=1CCCC2=C(C1C1=CC=C(C=C1)CC1CN(C1)CCCF)C=CC(=C2)C(=O)O